Cl\C(=C/[C@@H]1C([C@@H]1C(=O)OCC1=C(C(=CC(=C1F)F)F)Br)(C)C)\C(F)(F)F 2-bromo-3,5,6-trifluorobenzyl (1R)-cis-3-[(Z)-2-chloro-3,3,3-trifluoro-1-propenyl]-2,2-dimethylcyclopropanecarboxylate